C(CCC)O[Zr](OCCCC)OCCCC Trin-Butoxyzirconium